2-((3,3-Dibutyl-7-(methylsulfanyl)-1,1-dioxido-5-(4-(trifluoromethyl)phenyl)-2,3,4,5-tetrahydro-1,5-benzothiazepin-8-yl)oxy)acetic acid C(CCC)C1(CS(C2=C(N(C1)C1=CC=C(C=C1)C(F)(F)F)C=C(C(=C2)OCC(=O)O)SC)(=O)=O)CCCC